(R)-5-(3-cyclohexyl-2-methyl-7-((1-methyl-1H-imidazol-4-yl)methoxy)-1,1-dioxido-5-phenyl-2,3,4,5-tetrahydrobenzo[f][1,2,5]thiadiazepin-8-yl)-2-fluorobenzoic acid C1(CCCCC1)[C@H]1N(S(C2=C(N(C1)C1=CC=CC=C1)C=C(C(=C2)C=2C=CC(=C(C(=O)O)C2)F)OCC=2N=CN(C2)C)(=O)=O)C